N-((3S,4R,5S,6R)-2-amino-4,5-dihydroxy-6-(hydroxymethyl)-tetrahydro-2H-pyran-3-yl)-2-azidoacetamide NC1O[C@@H]([C@H]([C@@H]([C@@H]1NC(CN=[N+]=[N-])=O)O)O)CO